3-acetamido-6-(acetoxymethyl)tetrahydro-2H-pyran-2,4,5-triyl triacetate C(C)(=O)OC1OC(C(C(C1NC(C)=O)OC(C)=O)OC(C)=O)COC(C)=O